bis(N,N-diethylaminoethyl) adipate C(CCCCC(=O)OCCN(CC)CC)(=O)OCCN(CC)CC